(E)-8-(3,7-dimethylocta-2,6-dien-1-yl)-7-hydroxy-5-propyl-4H-benzo[d][1,3]dioxin-4-one C\C(=C/CC1=C(C=C(C2=C1OCOC2=O)CCC)O)\CCC=C(C)C